C(CC)C(CC)C(C(=O)O)(C(=O)O)CCC monopropyl-dipropylmalonic acid